OC(CCCCCCCCCCCCC(=O)O)CC=CCC=CCCCCCCC 14-Hydroxy-heptacosa-16,19-dienoic acid